4-(2-carboxyphenyl)-7-diethylamino-2-quinolinylbenzopyrylium C(=O)(O)C1=C(C=CC=C1)C1=CC(=[O+]C2=C1C=CC(=C2)N(CC)CC)C2=NC1=CC=CC=C1C=C2